6-CHLORO-3-METHYLPYRIDINE-2-BORONIC ACID ClC1=CC=C(C(=N1)B(O)O)C